N-[(3-fluoropyridin-2-yl)methyl]-2-[2-({2-[5-(trifluoromethyl)-1H-imidazol-2-yl]ethyl}amino)ethyl]-[1,3]oxazolo[4,5-c]pyridin-4-amine FC=1C(=NC=CC1)CNC1=NC=CC2=C1N=C(O2)CCNCCC=2NC(=CN2)C(F)(F)F